FC1([C@]2(C([C@@](N(C1)CC2)(COC)CO)=O)C)F (1R,2S,4R)-5,5-difluoro-2-(hydroxymethyl)-2-(methoxymethyl)-4-methyl-quinuclidin-3-one